COC(C1=C(C=C(C(=C1)NC(=O)OC(C)(C)C)C)Br)=O 2-bromo-5-((tert-butoxycarbonylamino))-4-methylbenzoic acid methyl ester